C1CCC2=CC(=CC=C12)S(=O)(=O)N1CC2(C3=CC=CC=C13)CCCC2 1'-((2,3-dihydro-1H-inden-5-yl)sulfonyl)spiro[cyclopentane-1,3'-indoline]